1-(2,6-dioxopiperidin-3-yl)-2-oxo-1,2-dihydrobenzo[cd]indole-6-carbaldehyde O=C1NC(CCC1N1C(C2=C3C(C(=CC=C13)C=O)=CC=C2)=O)=O